CC1=NC=CC(=N1)OCCN 2-((2-methylpyrimidin-4-yl)oxy)ethan-1-amine